C(C)S(=O)(=O)CC1CN(C1)C=1C=CC(=C2C=C(N=CC12)NC1=NC(=NC=C1)N1C[C@]([C@@H](CC1)O)(C)F)C (3S,4R)-1-{4-[(8-{3-[(ethanesulfonyl)meth-yl]azetidin-1-yl}-5-methylisoquinolin-3-yl)amino]pyrimidin-2-yl}-3-fluoro-3-methylpiperidin-4-ol